C(=O)(O)[C@@H](C)N[C@H](C(=O)O)CCCN=C(N)N (2S)-2-[[(1R)-1-carboxyethyl]amino]-5-(diaminomethyleneamino)pentanoic acid